ClC1=C(C=CC(=C1)OC1=CC(=CC=C1)F)NC(OCC=1C(=C2C(N(CC2=CC1)C1C(NC(CC1)=O)=O)=O)OC)=O [2-(2,6-dioxopiperidin-3-yl)-4-methoxy-3-oxo-2,3-dihydro-1H-isoindol-5-yl]methyl N-[2-chloro-4-(3-fluorophenoxy)phenyl]carbamate